OC1=CC=NC2=CC=C(C=C12)C=1C=C(C=CC1)NC(C=C)=O N-[3-(4-hydroxyquinolin-6-yl)phenyl]prop-2-enamide